FC(CCCCN1C[C@@H]([C@H]([C@@H]([C@H](C1)O)O)O)O)(COCC=1N=C(SC1)C1=CC(=CC=C1)OC)F (3S,4R,5R,6S)-1-(5,5-difluoro-6-{[2-(3-methoxyphenyl)-1,3-thiazol-4-yl]methoxy}hexyl)-3,4,5,6-azepanetetrol